2-butyl-1,3-diazaspiro-[4.4]nonane-1-en-4-one C(CCC)C1=NC2(C(N1)=O)CCCC2